octahydroisoindolyl-hexahydrochromane C1(NCC2CCCCC12)C1OC2CCCCC2CC1